2-{5-[2-(2,2-dimethylpropionamido)pyridin-4-yl]-4-(4-fluorophenyl)-1H-imidazol-1-yl}acetic acid CC(C(=O)NC1=NC=CC(=C1)C1=C(N=CN1CC(=O)O)C1=CC=C(C=C1)F)(C)C